C(C)(C)(C)C1=C(C(=CC(=C1)C1=C2N(C3=CC(=CC=C13)F)C=CC=C2)C(C)(C)C)O 2,6-di-tert-butyl-4-(3-fluoropyrido[1,2-a]indol-10-yl)phenol